[N+](=O)([O-])C1=C(C=CC=C1)C1=CC=C(C=C1)NC1=CC=CC=C1 2'-nitro-N-phenylbiphenyl-4-amine